C(C)(C)(C)NC(C(C)N(C=1C2=C(N=C(N1)C1=NC=CC=C1)CCC2)C2=CC=CC=C2)=O N-tert-butyl-2-{phenyl[2-(pyridin-2-yl)-5H,6H,7H-cyclopenta[d]pyrimidin-4-yl]amino}propanamide